C(C)(=O)OCCCC(C(=O)O)(C)C1=CC(=CC=C1)\C=C\C(=O)OCC (E)-5-acetoxy-2-(3-(3-ethoxy-3-oxoprop-1-en-1-yl)phenyl)-2-methylpentanoic acid